C1(CC1)C(=O)NC1=NC=CC(=C1)OC1=C(C=C(C=C1)NC(=O)C1=NC=2N(C(=C1)C1=C(C=CC=C1)F)N=CC2)F N-{4-[2-(cyclopropanecarboxamido)pyridine-4-oxy]-3-fluorophenyl}-7-(2-fluorophenyl)pyrazolo[1,5-a]pyrimidine-5-carboxamide